ethyl 5-(2-bromophenyl)-1H-pyrazole-3-carboxylate BrC1=C(C=CC=C1)C1=CC(=NN1)C(=O)OCC